ClC1=NC=C(C(=C1)C1=C(C=NC(=C1)C)C(=O)NC=1SC2=C(N1)CN(C2)C(C2=NC=C(C=C2F)C(F)F)=O)OC 2'-chloro-N-(5-(5-(difluoromethyl)-3-fluoropicolinoyl)-5,6-dihydro-4H-pyrrolo[3,4-d]thiazol-2-yl)-5'-methoxy-6-methyl-[4,4'-bipyridine]-3-carboxamide